NC=1SC(=C(N1)C)C(=O)N/N=C/C1=CC(=C(C=C1)O)OC (E)-2-amino-N'-(4-hydroxy-3-methoxy-benzylidene)-4-methylthiazole-5-carbohydrazide